BrC1=CC=CC=2N1C=NC2I 5-bromo-1-iodoimidazo[1,5-a]pyridine